[Sn].[Cd].[Te] tellurium-cadmium-tin